(S)-2-(8-(butoxycarbonylamino)dibenzo[b,d]furan-3-sulfonamido)-3-methyl-butanoic acid C(CCC)OC(=O)NC=1C=CC2=C(C3=C(O2)C=C(C=C3)S(=O)(=O)N[C@H](C(=O)O)C(C)C)C1